[Cl-].Cl hydrochloric acid, chloride salt